S(=O)(OCC1CCCCC1)OCCCCCCCCCCCCCCC cyclohexylmethyl pentadecyl sulfite